C(#N)C=1C=C(C=NC1OC)N1N=C(C2=C1CCOCC2)C=2C=NN(C2)CC2CCN(CC2)C(=O)OC(C)(C)C tert-Butyl 4-((4-(1-(5-cyano-6-methoxypyridin-3-yl)-4,5,7,8-tetrahydro-1H-oxepino[4,5-c]pyrazol-3-yl)-1H-pyrazol-1-yl)methyl)piperidine-1-carboxylate